2-phenyl-benzothiazole C1(=CC=CC=C1)C=1SC2=C(N1)C=CC=C2